C(#N)C(C1=CC(=CC=C1)OC1=CC=CC=C1)C1C(C1(C)C)(C)C alpha-cyano-3-phenoxybenzyl-2,2,3,3-tetramethylcyclopropane